2-((3-(2-methyloct-2-yl)-1,2,4-oxadiazol-5-yl)methyl)acrylic acid CC(C)(CCCCCC)C1=NOC(=N1)CC(C(=O)O)=C